NC=1C(=NC(=CN1)C1=NC=CC=C1OC(F)(F)F)C(=O)NC1=NC=CC=C1N1CC(C(CC1)N)OC 3-amino-N-(3-(4-amino-3-methoxypiperidin-1-yl)pyridin-2-yl)-6-(3-(trifluoromethoxy)pyridin-2-yl)pyrazine-2-carboxamide